O=C1OCC=2N1CCNC2 (R)-3-oxotetrahydro-3H-oxazolo[3,4-a]pyrazin